7-methyl-1,5,9-triazacyclododecane-6,8-dione CC1C(NCCCNCCCNC1=O)=O